2-hydroxy-4-(3,4,7-trihydroxy-3,4-dihydro-2H-chromen-2-yl)phenolate OC1=C(C=CC(=C1)C1OC2=CC(=CC=C2C(C1O)O)O)[O-]